C(C)(C)(C)C1=CC=C(C=C1)C1(CC2C(CN(C2)CC(C2=CC(=CC=C2)C(F)(F)F)O)C1)O 5-(4-(tert-butyl)phenyl)-2-(2-hydroxy-2-(3-(trifluoromethyl)phenyl)ethyl)octahydrocyclopenta[c]pyrrol-5-ol